S(=O)(=O)(C)C1=C(C=C(CC2CC3(CN(C3)C(=O)N3CC4(C3)NC(OC4)=O)CC2)C=C1)C(F)(F)F 2-[6-[4-mesyl-3-(trifluoromethyl)benzyl]-2-azaspiro[3.4]octane-2-carbonyl]-7-oxa-2,5-diazaspiro[3.4]octan-6-one